((R-tetrahydrofuran-3-yl)methyl)pyrimidin-4-amine O1C[C@@H](CC1)CC1=NC=CC(=N1)N